C(C)(C)(C)OC(=O)N(C(OC(C)(C)C)=O)C1=NC=CC(=C1F)CC=1C=NC=C(C1C)NC1=C(C=C(C=C1)C#N)F tert-butyl N-(tert-butoxycarbonyl)-N-[4-({5-[(4-cyano-2-fluorophenyl)amino]-4-methylpyridin-3-yl}methyl)-3-fluoropyridin-2-yl]carbamate